8-chloro-5-methyl-[1,2,4]triazolo[4,3-a]pyrazine ClC=1C=2N(C(=CN1)C)C=NN2